O1C(CCCC1)ONC(CCC)=O N-((tetrahydro-2H-pyran-2-yl)oxy)butanamide